4-amino-N-(5-(1-(3,5-dichlorophenyl)-3-(3,3-dimethylmorpholine-4-carbonyl)-7-methoxy-1,4-dihydrochromeno[4,3-c]pyrazol-8-yl)pyridin-3-yl)butanamide NCCCC(=O)NC=1C=NC=C(C1)C1=CC2=C(C=C1OC)OCC1=C2N(N=C1C(=O)N1C(COCC1)(C)C)C1=CC(=CC(=C1)Cl)Cl